β-hydroxypropyl methacrylate C(C(=C)C)(=O)OCC(C)O